FC(CO[C@H]1[C@@H](SC2=CC(=C(C=C2)Cl)Cl)O[C@@H]([C@@H]([C@@H]1N1N=NC(=C1)C=1N=C(SC1)O)O)CO)(F)F 3,4-dichlorophenyl 3-deoxy-2-O-(2,2,2-trifluoroethyl)-3-[4-(2-hydroxythiazol-4-yl)-1H-1,2,3-triazol-1-yl]-1-thio-alpha-D-galactopyranoside